5-(8-(3-acrylamidophenyl)-2-aminoquinazolin-6-yl)-N-phenylpicolinamide C(C=C)(=O)NC=1C=C(C=CC1)C=1C=C(C=C2C=NC(=NC12)N)C=1C=CC(=NC1)C(=O)NC1=CC=CC=C1